C(C)C=1N=C2N(C=C(C=C2)C=2C=NC(=CC2)N2CC(C2)O)C1N(C=1SC(=C(N1)C1=CC=C(C=C1)F)C#N)C 2-((2-ethyl-6-(6-(3-hydroxyazetidin-1-yl)pyridin-3-yl)imidazo[1,2-a]pyridin-3-yl)(methyl)amino)-4-(4-fluorophenyl)thiazole-5-carbonitrile